NC=1SCC2(N1)COCC1=CC=C(C=C12)NC(C1=NC=C(C=C1)C)=O N-(2'-amino-5'H-spiro[isochroman-4,4'-thiazol]-6-yl)-5-methyl-picolinamide